S([O-])(O)=O.[Na+].C(C1=CC=CO1)=O furfural sodium bisulfite